N-(2-chloro-6-methylphenyl)-2-((6-(4-((5-(2,4-dioxotetrahydropyrimidin-1(2H)-yl)pyridin-2-yl)methyl)piperazin-1-yl)-2-methylpyrimidin-4-yl)amino)thiazole-5-carboxamide ClC1=C(C(=CC=C1)C)NC(=O)C1=CN=C(S1)NC1=NC(=NC(=C1)N1CCN(CC1)CC1=NC=C(C=C1)N1C(NC(CC1)=O)=O)C